C(C1=CC=CC=C1)OC1=CC=C(C(=N1)C(=O)C1=C(NC([C@H](C)NC(OC(C)(C)C)=O)=O)C=CC(=C1Cl)C(F)(F)F)F tert-butyl N-[(1S)-2-[2-(6-benzyloxy-3-fluoro-pyridine-2-carbonyl)-3-chloro-4-(trifluoromethyl)anilino]-1-methyl-2-oxo-ethyl]carbamate